NC=1C(=CC(=C(C(=O)NC)C1)OC)C(CCl)=O 5-amino-4-(2-chloroacetyl)-2-methoxy-N-methylbenzamide